N-Acetyl-L-leucyl-L-leucyl-L-methioninal C(C)(=O)N[C@@H](CC(C)C)C(=O)N[C@@H](CC(C)C)C(=O)N[C@@H](CCSC)C=O